5-iodo-1-(4-methoxyphenyl)methyl-4-methyl-pyrazole IC1=C(C=NN1CC1=CC=C(C=C1)OC)C